NC1=C(C=CC(=C1)OC(F)(F)F)C(=O)N1CCC(CC1)C1=C2C(=NC=C1)NC(=N2)[C@H]2CNCC(C2)(F)F [2-amino-4-(trifluoromethoxy)phenyl]-[4-[2-[(3R)-5,5-difluoro-3-piperidyl]-3H-imidazo[4,5-b]pyridin-7-yl]-1-piperidyl]methanone